BrC1=C(C(=O)NC2=C(C=C(C=C2)I)Cl)C=C(C=C1)N1C=NN=C1 2-bromo-N-(2-chloro-4-iodophenyl)-5-(4H-1,2,4-triazol-4-yl)benzamide